O.N[C@@H](CC(N)=O)C(=O)O Asparagin-Monohydrat